PHENYLENEDIAMINE SULFATE S(=O)(=O)(O)O.C1(=C(C=CC=C1)N)N